N-(4-(1-cyanocyclopropyl)-3-(1-methyl-1H-pyrazol-3-yl)phenyl)-3-cyclopropylcyclobutane-1-carboxamide C(#N)C1(CC1)C1=C(C=C(C=C1)NC(=O)C1CC(C1)C1CC1)C1=NN(C=C1)C